1-(4-bromophenyl)-4-ethylpiperazine BrC1=CC=C(C=C1)N1CCN(CC1)CC